4-(hydroxymethyl)-N-methylpyridineamide OCC1=CC(=NC=C1)C(=O)NC